3-[chloro({[(2R)-2-hydroxy-3-(piperidin-1-yl)propoxy]imino})methyl]pyridin-1-ium-1-olate ClC(C=1C=[N+](C=CC1)[O-])=NOC[C@@H](CN1CCCCC1)O